NC1=C(C(=C(C=C1Cl)Cl)F)C1=C(C=C2C(=NC(=NN2C1=O)C)N1[C@H](CN(CC1)C(=O)OC(C)(C)C)C)C(F)(F)F Tert-butyl (S)-4-(7-(2-amino-3,5-dichloro-6-fluorophenyl)-2-methyl-8-oxo-6-(trifluoromethyl)-8H-pyrido[2,1-f][1,2,4]triazin-4-yl)-3-methylpiperazine-1-carboxylate